2,5-bis(isopropylphenyl-peroxy)-2,5-dimethylhexane C(C)(C)C1=C(C=CC=C1)OOC(C)(CCC(C)(C)OOC1=C(C=CC=C1)C(C)C)C